9-[(2R,3S,4R,5R)-4-[(tert-butyldimethylsilyl)oxy]-5-{[(tert-butyldiphenylsilyl)oxy]methyl}-5-ethenyl-3-fluorooxolan-2-yl]-2-{[(4-methoxyphenyl)diphenyl-methyl]amino}-1H-purin-6-one [Si](C)(C)(C(C)(C)C)O[C@H]1[C@@H]([C@@H](O[C@]1(C=C)CO[Si](C1=CC=CC=C1)(C1=CC=CC=C1)C(C)(C)C)N1C=2N=C(NC(C2N=C1)=O)NC(C1=CC=CC=C1)(C1=CC=CC=C1)C1=CC=C(C=C1)OC)F